1,3,4,6-Tetrahydropyrrolo[3,4-c]pyrrole-2,5-dicarboxylic acid 5-O-tert-butyl ester 2-O-[[3-(2,2-dimethylpropanoylamino) quinolin-2-yl] methyl] ester CC(C(=O)NC=1C(=NC2=CC=CC=C2C1)COC(=O)N1CC=2CN(CC2C1)C(=O)OC(C)(C)C)(C)C